FC1(CC(C1)CN1N=C(C(=C1C(=O)NC1=CC(=NC=C1)C(=O)N)C(F)(F)F)C(C(F)F)C)F 4-(1-((3,3-difluorocyclobutyl)methyl)-3-(1,1-difluoropropan-2-yl)-4-(trifluoromethyl)-1H-pyrazole-5-carboxamido)picolinamide